ClC=1C(=CC(=C(CNCC2=NC(=NC=C2)C(=O)N)C1)OCC=1C=NC=C(C1)C#N)OCC=1C(=C(C=CC1)C1=C(C(=CC=C1)OCCCN1C[C@@H](CC1)O)C)C (R)-4-(((5-chloro-2-((5-cyanopyridin-3-yl)methoxy)-4-((3'-(3-(3-hydroxypyrrolidin-1-yl)propoxy)-2,2'-dimethyl-[1,1'-biphenyl]-3-yl)methoxy)benzyl)amino)methyl)pyrimidine-2-carboxamide